C(C)(C)C1=CC=C(C=C1)[I+]C1=CC=C(C=C1)C (4-isopropylphenyl)(4-tolyl)iodonium